6-(2-chloro-3,5-dimethoxyphenyl)pyrido[2,3-d]pyrimidin-7(8H)-one ClC1=C(C=C(C=C1OC)OC)C1=CC2=C(N=CN=C2)NC1=O